[9-bromo-1-(3,5-dichlorophenyl)-8-methoxy-4,5-dihydro-[1]benzoxepino[5,4-c]pyrazol-3-yl]-(3,3-dimethylmorpholin-4-yl)methanone BrC=1C(=CC2=C(C1)C=1N(N=C(C1CCO2)C(=O)N2C(COCC2)(C)C)C2=CC(=CC(=C2)Cl)Cl)OC